SC=1C(=C(C(=C(C1C#N)C#N)S)S)S tetra-mercaptophthalonitrile